potassium cyanide salt [C-]#N.[K+]